3-(5-([1,4'-bipiperidin]-4-yl)-1-oxo-2,3-dihydro-1H-inden-2-yl)piperidine-2,6-dione N1(CCC(CC1)C=1C=C2CC(C(C2=CC1)=O)C1C(NC(CC1)=O)=O)C1CCNCC1